[O-]C(=O)CCCCCCCCC.[Na+].[O-]C(=O)CCCCCCCCC.[Na+] Sodium caprate Sodium Caprate